[Eu].[Sm] Samarium-europium